1-bromo-2,5-norbornadiene BrC12C=CC(C=C1)C2